N-(2',4',5'-trifluorobiphenyl-2-yl)-3-(chlorodifluoromethyl)-1-methylpyrazol-4-ylcarboxamide FC1=C(C=C(C(=C1)F)F)C1=C(C=CC=C1)NC(=O)C=1C(=NN(C1)C)C(F)(F)Cl